1-(1-(bicyclo[1.1.1]pentan-1-yl)-1H-pyrazol-4-yl)-5-chloro-6-(4-(3-methyloxetan-3-yl)piperazin-1-yl)-1H-indazole C12(CC(C1)C2)N2N=CC(=C2)N2N=CC1=CC(=C(C=C21)N2CCN(CC2)C2(COC2)C)Cl